7-(piperazin-1-yl)-4-(piperidin-4-yloxy)benzo[d]thiazole N1(CCNCC1)C1=CC=C(C=2N=CSC21)OC2CCNCC2